6-chlorobenzoyl chloride ClC1=CC=CC=C1C(=O)Cl